tert-Butyl 4,5,6,9,10,12-hexahydro-11H-[1,2]oxazolo[5,4-c]pyrido[4',3':3,4]pyrazolo[1,5-a]-azepine-11-carboxylate O1N=CC2=C1C=1N(CCC2)N=C2C1CN(CC2)C(=O)OC(C)(C)C